(R)-tert-butyl 3-((S)-1-((S)-4-benzyl-2-oxooxazolidin-3-yl)-3-(3-(benzyloxy)phenyl)-1-oxopropan-2-yl)pyrrolidine-1-carboxylate C(C1=CC=CC=C1)[C@@H]1N(C(OC1)=O)C([C@@H](CC1=CC(=CC=C1)OCC1=CC=CC=C1)[C@@H]1CN(CC1)C(=O)OC(C)(C)C)=O